BrC=1C2=CC=CC=C2C=C2C=CC=C(C12)C=1C2=CC=C(N2)C(=C2C=CC(C(=C3C=CC(=C(C=4C=CC1N4)C4=CC=CC1=CC5=CC=CC=C5C(=C41)Br)N3)C3=CC=CC4=CC1=CC=CC=C1C(=C34)Br)=N2)C2=CC=CC3=CC4=CC=CC=C4C(=C23)Br 5,10,15,20-tetrakis(9-bromoanthracenyl)porphyrin